(R)-2-(4,4-difluoropiperidin-1-yl)-N-(3-isopentyltetrahydro-2H-pyran-3-yl)-6-methoxy-7-(3-(pyrrolidin-1-yl)propoxy)quinazolin-4-amine FC1(CCN(CC1)C1=NC2=CC(=C(C=C2C(=N1)N[C@]1(COCCC1)CCC(C)C)OC)OCCCN1CCCC1)F